COC(=O)C1=CC=NC2=CC(=CC=C12)C(C)(C)OC 7-(2-methoxypropan-2-yl)quinoline-4-carboxylic acid methyl ester